2-(benzyloxy)pyrazolo[1,5-a]pyridin-6-amine C(C1=CC=CC=C1)OC1=NN2C(C=CC(=C2)N)=C1